1-((3,3-difluoro-1-methylcyclobutyl)methyl)-3-(spiro[2.2]pentan-1-yl)-4-(trifluoromethyl)-1H-pyrazole-5-carboxylic acid FC1(CC(C1)(C)CN1N=C(C(=C1C(=O)O)C(F)(F)F)C1CC12CC2)F